6-((4-((tert-butyldiphenylsilyl)oxy)butyl)(methyl)amino)-11-((2-((3-cyclohexyl-propan-oyl)oxy)octyl)thio)undecyl cyclopentadecanecarboxylate C1(CCCCCCCCCCCCCC1)C(=O)OCCCCCC(CCCCCSCC(CCCCCC)OC(CCC1CCCCC1)=O)N(C)CCCCO[Si](C1=CC=CC=C1)(C1=CC=CC=C1)C(C)(C)C